methyl 5-bromo-6-(2,2-diethoxyethoxy)-2,3-dihydro-1H-indene-2-carboxylate BrC=1C=C2CC(CC2=CC1OCC(OCC)OCC)C(=O)OC